C(C=C)(=O)OCC1CCC(CC1)CO 1,4-CYCLOHEXANEDIMETHANOL MONOACRYLATE